stilbene [5-[3-chloro-6-fluoro-2-[(E)-2-(4-fluorophenyl)vinyl]phenyl]-1,3-dimethyl-6-oxo-pyridazin-4-yl]2-methylpropionate ClC=1C(=C(C(=CC1)F)C1=C(C(=NN(C1=O)C)C)OC(C(C)C)=O)\C=C\C1=CC=C(C=C1)F.C1(=CC=CC=C1)C=CC1=CC=CC=C1